FC1([C@@H](CN(CC1)[C@H](C(=O)NC=1SC2=C(N1)C=C1C(=C2)OC(O1)(F)F)C)C1=CNC(C(=C1)CO)=O)F (S)-2-((R)-4,4-difluoro-3-(5-(hydroxymethyl)-6-oxo-1,6-dihydropyridin-3-yl)piperidin-1-yl)-N-(2,2-difluoro-[1,3]dioxolo[4',5':4,5]benzo[1,2-d]thiazol-6-yl)propanamide